4-amino-8-(2-(methyl-d3)pyridin-3-yl)-3-(propylcarbamoyl)isoquinoline 2-oxide NC1=C([N+](=CC2=C(C=CC=C12)C=1C(=NC=CC1)C([2H])([2H])[2H])[O-])C(NCCC)=O